trans-2-(1-acetyl-4-piperidinyl)cyclopropanecarboxylic acid C(C)(=O)N1CCC(CC1)[C@H]1[C@@H](C1)C(=O)O